COC=1C=C(C=CC1OC)C1=NC(=NC(=N1)C(Cl)(Cl)Cl)C(Cl)(Cl)Cl 2-(3,4-dimethoxyphenyl)-4,6-bis-trichloromethyl-[1,3,5]Triazine